[N+](=O)([O-])OCC(O)CO[N+](=O)[O-] 1,3-dinitroglycerol